1-(4-(4-chlorophenyl)-3,4-dihydroquinoxalin-1(2H)-yl)-3-(pyrrolidin-1-yl)propan-1-one ClC1=CC=C(C=C1)N1CCN(C2=CC=CC=C12)C(CCN1CCCC1)=O